(E)-3-(1,3-Benzodioxol-5-yl)-N,N-bis(2-pyridyl)prop-2-enamid O1COC2=C1C=CC(=C2)/C=C/C(=O)N(C2=NC=CC=C2)C2=NC=CC=C2